8,8-Dimethyl-3-(3-methyl-1H-pyrrolo[2,3-b]pyridin-5-yl)-1-(2-oxa-6-aza-spiro[3.4]oct-6-yl)-5,6-dihydro-8H-7-oxa-2,4,4b,9-tetraaza-fluorene CC1(OCCN2C=3N=C(N=C(C3N=C12)N1CC2(COC2)CC1)C=1C=C2C(=NC1)NC=C2C)C